4-(3-(octahydro-1H-pyrrolo[2,3-c]pyridine-6-carbonyl)-1-(p-tolyl)-1H-pyrazol-5-yl)benzonitrile N1CCC2C1CN(CC2)C(=O)C2=NN(C(=C2)C2=CC=C(C#N)C=C2)C2=CC=C(C=C2)C